(2-chlorophenoxy)-3-(piperazin-1-yl)propanol ClC1=C(OC(CCN2CCNCC2)O)C=CC=C1